2-(2-(3,4-dihydro-2H-pyran-6-yl)phenyl)acetic acid methyl ester COC(CC1=C(C=CC=C1)C1=CCCCO1)=O